(S)-1-(4,5-dichloro-1H-indole-2-carbonyl)-N,N-dimethylpyrrolidine-3-carboxamide ClC1=C2C=C(NC2=CC=C1Cl)C(=O)N1C[C@H](CC1)C(=O)N(C)C